N-Methyl-N-((1S,2S)-2-methyl-1-{(2S,5S)-4-oxo-2-[(1H-[1,2,3]triazol-4-ylmethyl)-carbamoyl]-1,2,4,5,6,7-hexahydro-azepino[3,2,1-hi]indol-5-ylcarbamoyl}-butyl)-malonamic acid CN(C(CC(=O)O)=O)[C@@H]([C@H](CC)C)C(N[C@H]1CCC=2C=CC=C3C[C@H](N(C23)C1=O)C(NCC=1N=NNC1)=O)=O